The molecule is the uridine derivative obtained by formal hydrogenation of the endocyclic double bond in the uracil ring. It has a role as a biomarker. C1CN(C(=O)NC1=O)[C@H]2[C@@H]([C@@H]([C@H](O2)CO)O)O